N-methyl-N,1-diphenyl-1H-1,2,4-triazole-3-carboxamide CN(C(=O)C1=NN(C=N1)C1=CC=CC=C1)C1=CC=CC=C1